FC1=C(C=C(C=C1)NC(=O)C1=C(N(C(=C1C)C(C(=O)NCCN1CCC(CC1)O)=O)C)C)C N-(4-fluoro-3-methylphenyl)-5-(2-((2-(4-hydroxypiperidin-1-yl)ethyl)amino)-2-oxoacetyl)-1,2,4-trimethyl-1H-pyrrole-3-carboxamide